C(C)(C)C1C=CC=2C1=CC=1CCCCC1C2 1-isopropyl-5,6,7,8-tetrahydro-1H-cyclopenta[b]naphthalene